C(C)(C)(C)OC(=O)N1CC(CC1)NC(CN1C(=CC2=C1N=CN=C2Cl)CCl)=O 3-(2-(4-chloro-6-(chloromethyl)-7H-pyrrolo[2,3-d]pyrimidin-7-yl)acetamido)pyrrolidine-1-carboxylic acid tert-butyl ester